di-propyl-di-methyl-ammonium hydroxide [OH-].C(CC)[N+](C)(C)CCC